5-chloro-N4-(2-(dimethylamino)pyridin-3-yl)-N2-(2-ethoxy-4-(4-methylpiperazin-1-yl)phenyl)pyrimidine-2,4-diamine ClC=1C(=NC(=NC1)NC1=C(C=C(C=C1)N1CCN(CC1)C)OCC)NC=1C(=NC=CC1)N(C)C